ClC=1C=CC=2N=CN=C(C2N1)NC1=CC2=C(C=NS2)C=C1 N-(6-chloropyrido[3,2-d]pyrimidin-4-yl)-1,2-benzothiazol-6-amine